FC(OC=1C=C(C=CC1F)C=1C=C(C=NC1)CN1C(OC(CC1)(C)C)=O)F 3-[[5-[3-(Difluoromethoxy)-4-fluoro-phenyl]-3-pyridyl]methyl]-6,6-dimethyl-1,3-oxazinan-2-one